Pyrido[2,3-e][1,4]oxazepane-9(7H)-carboxylate N1CCOCC2=C1N(CCC2)C(=O)[O-]